3-(4-acetylbenzoyl)propionic acid C(C)(=O)C1=CC=C(C(=O)CCC(=O)O)C=C1